FC1=CC=C(C=C1)C1=NC2=C(N1)C=C(C=C2)C(=O)O 2-(4-fluorophenyl)-1H-benzo[d]imidazole-6-carboxylic acid